FC=1C=C(CNC2=NC(=NC=C2C(=O)N)NC=2C=NN(C2)C)C=C(C1)C(F)(F)F 4-((3-fluoro-5-(trifluoromethyl)benzyl)amino)-2-((1-methyl-1H-pyrazol-4-yl)amino)pyrimidin-5-carboxamide